N-Boc-3-Amino-5-methyl-hexanal C(=O)(OC(C)(C)C)NC(CC=O)CC(C)C